4-n-butylcarboxylate CCCCC(=O)[O-]